FC(C=1C(=C(C=CC1)[C@@H](C)\N=C/1\C2=C(N(C(=N1)C)C)C=NC(=C2)C=CCNC(C)=O)F)F N-(3-((Z)-4-(((R)-1-(3-(difluoromethyl)-2-fluorophenyl)ethyl)imino)-1,2-dimethyl-1,4-dihydropyrido[3,4-d]pyrimidin-6-yl)allyl)acetamide